NC=1C(=C(C=CC1C(=O)O)C1=C(C=CC=C1OC)F)F 3-amino-2,2'-difluoro-6'-methoxy-[1,1'-biphenyl]-4-carboxylic acid